ClC=1C=C(C=CC1OC)N1C(=NC2=C1C=CC=C2)C#C[Si](C(C)C)(C(C)C)C(C)C 1-(3-Chloro-4-methoxy-phenyl)-2-[(triisopropylsilanyl)-ethynyl]-1H-benzoimidazole